2-Bromo-N-cyclobutyl-7-hydroxy-4-((4-methyltetrahydro-2H-pyran-4-yl)methyl)-5-oxo-4,5-dihydropyrazolo[1,5-a]pyrimidine-6-carboxamide BrC1=NN2C(N(C(C(=C2O)C(=O)NC2CCC2)=O)CC2(CCOCC2)C)=C1